6-(2,6-difluoro-3,5-dimethoxyphenyl)-8-(4-methoxypiperidin-1-yl)-2-(methylthio)pyrido[3,4-d]pyrimidine FC1=C(C(=C(C=C1OC)OC)F)C1=CC2=C(N=C(N=C2)SC)C(=N1)N1CCC(CC1)OC